1-ethylidene-8-methyl-1,7-nonadiene C(C)=C=CCCCCC=C(C)C